C(C1=CC=CC=C1)OC1=NC(=CC=C1NC=1C(=CC=C(C1)N1CCC(CC1)OC1CCC(CC1)C(OC)OC)N)OCC1=CC=CC=C1 N1-(2,6-bis(benzyloxy)pyridin-3-yl)-5-(4-(((1r,4r)-4-(dimethoxymethyl)cyclohexyl)oxy)piperidin-1-yl)benzene-1,2-diamine